SCC(C(=O)O)=O mercapto-pyruvic acid